2-phenyl-1H-pyrrolo[2,3-b]pyridin-5-ylamine C1(=CC=CC=C1)C1=CC=2C(=NC=C(C2)N)N1